The molecule is a sesquiterpene alkaloid isolated from a club moss Huperzia serrata that has been shown to exhibit neuroprotective activity. It has a role as an EC 3.1.1.7 (acetylcholinesterase) inhibitor, a neuroprotective agent and a plant metabolite. It is a sesquiterpene alkaloid, a pyridone, a primary amino compound and an organic heterotricyclic compound. C/C=C/1\\[C@@H]2CC3=C([C@]1(CC(=C2)C)N)C=CC(=O)N3